FC=1C=NN2C1C(=CC=C2C#N)N2C[C@H](O[C@H](C2)CN2CC1(C2)OCC2=CC(=CC=C21)N2CCNCC2)C 3-Fluoro-4-[(2r,6s)-2-methyl-6-[(6-piperazin-1-yl-spiro[1H-isobenzofuran-3,3'-azetidine]-1'-yl)methyl]morpholin-4-yl]pyrazolo[1,5-a]pyridine-7-carbonitrile